(3-(1-(4-methoxybenzyl)-1H-1,2,3-triazol-4-yl)bicyclo[1.1.1]Pent-1-yl)carbamic acid tert-butyl ester C(C)(C)(C)OC(NC12CC(C1)(C2)C=2N=NN(C2)CC2=CC=C(C=C2)OC)=O